[Si](C)(C)(C(C)(C)C)OC[C@H](COC1=NN(C(=C1[N+](=O)[O-])C)C=1C(=NC=C(C1)F)C)F (S)-3-(3-(3-((tert-butyldimethylsilyl)oxy)-2-fluoropropoxy)-5-methyl-4-nitro-1H-pyrazol-1-yl)-5-fluoro-2-methylpyridine